C[N+](CCCCCCCCCC[N+](C)(C)C)(C)C trimethyl-[10-(trimethylazaniumyl)decyl]azanium